N[C@](COC=1C=CC(=NC1C)C1=C(C(=NC=C1)NC(OC)=O)F)(CC(C)C)C (S)-methyl (5-((2-amino-2,4-dimethylpentyl)oxy)-3'-fluoro-6-methyl-[2,4'-bipyridin]-2'-yl)carbamate